C(C)(C)(C)C=1C=CC=2N(C1)C(=CN2)C2=CC=CC(=N2)N[C@@H]2[C@H](CNC2)O (3S,4S)-4-((6-(6-(tert-butyl)imidazo[1,2-a]-pyridin-3-yl)pyridin-2-yl)amino)pyrrolidin-3-ol